[8-(2-chlorophenyl)-7-(4-chlorophenyl)-2,6-dioxo-2,3,6,7-tetrahydro-1H-purin-1-yl]methyl 2,2-dimethylpropanoate CC(C(=O)OCN1C(NC=2N=C(N(C2C1=O)C1=CC=C(C=C1)Cl)C1=C(C=CC=C1)Cl)=O)(C)C